tert-butyl ((2R)-3-hydroxybutan-2-yl)carbamate OC([C@@H](C)NC(OC(C)(C)C)=O)C